BrC=1C(=NN(C(C1)=O)CC(=O)N[C@H]1CN(CCC1)CC)C(C)C (R)-2-(4-bromo-3-isopropyl-6-oxopyridazin-1(6H)-yl)-N-(1-ethylpiperidin-3-yl)acetamide